7-trimethoxysilyl-heptanoic acid CO[Si](CCCCCCC(=O)O)(OC)OC